2,3,5,6-tetrahydroxyterephthalic acid OC1=C(C(=O)O)C(=C(C(=C1O)C(=O)O)O)O